NC1=CC2=C(N=C(S2)C2(CC2)C(=O)N)C=C1 (6-aminobenzo[d]thiazole-2-yl)cyclopropanecarboxamide